tert-butyl (4-(4-(chlorosulfonyl)-7-methylbenzo[d]thiazol-2-yl)butyl)carbamate ClS(=O)(=O)C1=CC=C(C2=C1N=C(S2)CCCCNC(OC(C)(C)C)=O)C